(Z)-3-((2-methyl-1H-imidazol-5-yl)methylene)-5-(8-methyl-2,3-dihydro-1H-pyrido[2,3-b][1,4]oxazin-7-yl)indolin-2-one CC=1NC(=CN1)\C=C\1/C(NC2=CC=C(C=C12)C1=C(C2=C(OCCN2)N=C1)C)=O